(1S,22E)-13-methyl-12-phenyl-17,20-dioxa-9,14,26,28-tetrazahexacyclo[22.5.2.11,4.13,7.110,14.027,30]tetratriaconta-3,5,7(33),22,24(31),25,27(30)-heptaene-8,29,32-trione CC1C(CC2NC(C=3C=CC4=C(C[C@@]5(C(NC=6N=CC(/C=C/COCCOCCN1C2=O)=CC56)=O)C4)C3)=O)C3=CC=CC=C3